8-(N-(decyloxy)-5-(dimethylamino)pentanamido)octadecenoic acid 2-hexyldecyl ester C(CCCCC)C(COC(C=CCCCCC(CCCCCCCCCC)N(C(CCCCN(C)C)=O)OCCCCCCCCCC)=O)CCCCCCCC